Methyl (R)-4-(4-chloro-6-(2-ethylpiperidin-1-yl)picolinamido)-2-methylbenzoate ClC1=CC(=NC(=C1)N1[C@@H](CCCC1)CC)C(=O)NC1=CC(=C(C(=O)OC)C=C1)C